ClC1=C(C2=C(N=C(S2)NNC2=C3C=CC=NC3=CC=C2)C=C1)Cl 6,7-dichloro-2-[quinoline-5-yl-diazanyl]benzothiazole